N-((tert-butoxy)carbonyl)-N-(6-iodo-3-methyl-5-(trifluoroacetylamino)pyridin-2-yl)carbamic acid tert-butyl ester C(C)(C)(C)OC(N(C1=NC(=C(C=C1C)NC(C(F)(F)F)=O)I)C(=O)OC(C)(C)C)=O